FC=1C(=C(C=CC1F)C(=O)C1[C@](CN1)(C1NCCCC1)O)NC1=C(C=C(C=C1)I)F (S)-[3,4-Difluoro-2-(2-fluoro-4-iodophenylamino)phenyl][3-hydroxy-3-(piperidin-2-yl)azetidin-4-yl]methanone